P(O)(O)O.P(O)(O)O.C(CCCCCCCCCCC)C(O)(C(CO)(CO)CO)CCCCCCCCCCCC dilauryl-pentaerythritol bisphosphite